[2-(3,3-dimethylbutyl)-2-azaspiro[3.3]heptan-6-yl]ethyl (2R,6S)-2,6-dimethyl-4-[5-(trifluoromethyl)pyrimidin-2-yl]piperazine-1-carboxylate C[C@H]1N([C@H](CN(C1)C1=NC=C(C=N1)C(F)(F)F)C)C(=O)OCCC1CC2(CN(C2)CCC(C)(C)C)C1